CC=1N=CC=2[C@H]3NC[C@@H](OC2N1)C3 (5S,8S)-2-methyl-5,6,7,8-tetrahydro-5,8-methanopyrimido[5,4-f][1,4]oxazepine